NC(CCN1C(N([C@H]2[C@H](O)[C@H](O)[C@@H](CO)O2)CCC1=O)=O)C(=O)O 3-(3-amino-3-carboxypropyl)-5,6-dihydrouridine